7-benzyl 5-(tert-butyl) 2-(4-cyclobutyl-2-hydroxyphenyl)-3,4,5a,6,8,9-hexahydro-2H-10-oxa-1,2,5,7-tetraazacycloocta[cd]indene-5,7-dicarboxylate C1(CCC1)C1=CC(=C(C=C1)N1N=C2C=3C(N(CCC13)C(=O)OC(C)(C)C)CN(CCO2)C(=O)OCC2=CC=CC=C2)O